6-chloro-8-fluoro-7-(2-fluoro-6-methoxyphenyl)-4-((S)-2-methylpiperazin-1-yl)quinoline ClC=1C=C2C(=CC=NC2=C(C1C1=C(C=CC=C1OC)F)F)N1[C@H](CNCC1)C